N-(3-fluoro-4-(4-(piperidine-4-carbonyl)piperazine-1-carbonyl)phenyl)-1-methyl-5-(1-(prop-2-yn-1-yl)-3-(trifluoromethyl)-1H-pyrazol-4-yl)-1H-imidazole-2-carboxamide FC=1C=C(C=CC1C(=O)N1CCN(CC1)C(=O)C1CCNCC1)NC(=O)C=1N(C(=CN1)C=1C(=NN(C1)CC#C)C(F)(F)F)C